N-[4-[(6,7-dimethoxy-1,5-naphthyridin-4-yl)oxy]phenyl]-4-(4-fluorophenyl)-5-methyl-3-oxopyrazine-2-carboxamide COC=1N=C2C(=CC=NC2=CC1OC)OC1=CC=C(C=C1)NC(=O)C1=NC=C(N(C1=O)C1=CC=C(C=C1)F)C